(5'S,7a'R)-1-(2,1-benzoxazole-3-carbonyl)-5'-(3,5-difluorophenyl)tetra-hydro-3'H-spiro[piperidine-4,2'-pyrrolo[2,1-b][1,3]oxazol]-3'-one N=1OC(=C2C1C=CC=C2)C(=O)N2CCC1(C(N3[C@H](O1)CC[C@H]3C3=CC(=CC(=C3)F)F)=O)CC2